C(C)OC(CCC1=CC=C(C=C1)O)=O desaminotyrosine ethyl ester